2-[4-[8-[4-[4-[(1S,3R)-3-aminocyclopentanecarbonyl]piperazine-1-carbonyl]-3-chloroanilino]imidazo[1,2-a]pyrazin-3-yl]-3-(trifluoromethyl)pyrazol-1-yl]acetonitrile formate C(=O)O.N[C@H]1C[C@H](CC1)C(=O)N1CCN(CC1)C(=O)C1=C(C=C(NC=2C=3N(C=CN2)C(=CN3)C=3C(=NN(C3)CC#N)C(F)(F)F)C=C1)Cl